FC(CNC1=NC=CC=N1)(F)F 2-((2,2,2-trifluoroethyl)amino)pyrimidin